4,4'-bipyridine perchlorate Cl(=O)(=O)(=O)O.N1=CC=C(C=C1)C1=CC=NC=C1